ClC=1C(=NC=CC1)O[C@@H]1CN(CC1)C=1C=C(C=CC1CO)C1=C(C=CC=C1)CC (S)-(3-(3-(3-chloropyridin-2-yloxy)pyrrolidin-1-yl)-2'-ethylbiphenyl-4-yl)methanol